[SH-].[NH4+] ammonium bisulfide salt